N-(1,3,4-thiadiazol-2-yl)propanamide S1C(=NN=C1)NC(CC)=O